2-(4-(tert-Butoxycarbonyl)piperazin-1-yl)oxazole-5-carboxylic acid C(C)(C)(C)OC(=O)N1CCN(CC1)C=1OC(=CN1)C(=O)O